C1(=CC=CC=C1)S(=O)(=O)OCC(C(COC(C1=CC=CC=C1)=O)C(C)C)C(C)C 2,3-diisopropyl-1,4-butanediol benzoate benzenesulfonate